heptadecan-9-yl 8-((3-((2-methoxyethyl)sulfonamido)propyl)(8-oxo-8-(undecan-3-yloxy)octyl)amino)octanoate COCCS(=O)(=O)NCCCN(CCCCCCCC(=O)OC(CCCCCCCC)CCCCCCCC)CCCCCCCC(OC(CC)CCCCCCCC)=O